FC1=C(C=C(C=C1)C1(CC1)NC[C@@H]1N(CCC1)C(=O)OC(C)(C)C)C(F)(F)F tert-butyl (R)-2-(((1-(4-fluoro-3-(trifluoromethyl)phenyl)cyclopropyl)amino)methyl)pyrrolidine-1-carboxylate